C(CC)OC1C(=O)OCCCC1 monopropoxy-ε-caprolactone